BrC1=NC2=NC(=NC(=C2N1C1COCCC1)N1CC2CCC(C1)N2C(=O)OC(C)(C)C)SC tert-butyl 3-{8-bromo-2-(methylsulfanyl)-7-[tetrahydro-2H-pyran-3-yl]-7H-purin-6-yl}-3,8-diazabicyclo[3.2.1]octane-8-carboxylate